C(C)C1=CC=C(CC2C(N(C(S2)=O)CCCC(=O)NC2=CC(=C(C(=O)O)C=C2)NS(=O)(=O)C)=O)C=C1 4-(4-(5-(4-ethylbenzyl)-2,4-dioxothiazolidin-3-yl)butanamido)-2-(methylsulfonamido)benzoic acid